CC=1C=C(C=C(C1)C)C1=CC=C(S1)C(=O)NC(C)C 5-(3,5-dimethylphenyl)-N-isopropylthiophene-2-carboxamide